5-{4-[2-(4-{3-[4-chloro-3-(2,2-difluoroethyl)-1H-pyrrolo[2,3-b]pyridin-3-yl]phenyl}-3-oxopiperazin-1-yl)-2-oxoethoxy]piperidin-1-yl}-2-(2,6-dioxopiperidin-3-yl)isoindole-1,3-dione ClC1=C2C(=NC=C1)NCC2(CC(F)F)C=2C=C(C=CC2)N2C(CN(CC2)C(COC2CCN(CC2)C=2C=C1C(N(C(C1=CC2)=O)C2C(NC(CC2)=O)=O)=O)=O)=O